N1C=CC2=CC=C3C(=C12)C=CC=C3 benzindole